IC1=C(C(=O)OCC)C=CC=C1 ethyl ortho-iodobenzoate